C(C)N1C[C@H]([C@@H](CC1)C1=CC=C(C=C1)C=1C=C(C2=CN(N=C2C1C)C(C(=O)OCC)C1=C2N(C=N1)C[C@@H](C2)F)C(F)(F)F)F Ethyl 2-(6-(4-((3S,4S)-1-ethyl-3-fluoropiperidin-4-yl)phenyl)-7-methyl-4-(trifluoromethyl)-2H-indazol-2-yl)-2-((R)-6-fluoro-6,7-dihydro-5H-pyrrolo[1,2-c]imidazol-1-yl)acetate